tert-Butyl 4-(2-(4-(3-(6-cyano-5-(trifluoromethyl)pyridin-3-yl)-5,5-dimethyl-4-oxo-2-thioxoimidazolidin-1-yl)-2-(2-fluoroethyl)phenoxy)ethyl)piperazine-1-carboxylate C(#N)C1=C(C=C(C=N1)N1C(N(C(C1=O)(C)C)C1=CC(=C(OCCN2CCN(CC2)C(=O)OC(C)(C)C)C=C1)CCF)=S)C(F)(F)F